COC(=O)C=1N=C(OC1)C1CCC(CC1)C(=O)O 4-(4-(methoxycarbonyl)oxazol-2-yl)cyclohexanecarboxylic acid